OC1C(O)(CO)O1 epoxyglycerol